ClC=1C=C2C(=NN1)NC[C@@]1(N2C[C@@H](C1)OC1=NC=C(N=C1C)C=C)CF (6aR,8R)-2-chloro-6a-(fluoromethyl)-8-((3-methyl-5-vinylpyrazin-2-yl)oxy)-5,6,6a,7,8,9-hexahydropyrrolo[1',2':4,5]pyrazino[2,3-c]pyridazine